FC1CC(N(C1)C)COC=1C=C(C(=O)N[C@H](C)C=2C=NC(=NC2)C(F)(F)F)C=C(C1)C=1SC(=CN1)C 3-{[4-fluoro-1-methylpyrrolidin-2-yl]methoxy}-5-(5-methyl-1,3-thiazol-2-yl)-N-{(1R)-1-[2-(trifluoromethyl)pyrimidin-5-yl]ethyl}benzamide